4-hydroxy-2,3-dihydroisoindol-1-one OC1=C2CNC(C2=CC=C1)=O